N-(2-(2,2-dimethylpyrrolidin-1-yl)ethyl)-6-methyl-5-((1-methyl-8-(1-methyl-1H-imidazol-4-yl)-1H-pyrazolo[3,4-d]pyrrolo[1,2-b]pyridazin-3-yl)amino)nicotinamide CC1(N(CCC1)CCNC(C1=CN=C(C(=C1)NC1=NN(C=2C=3N(N=CC21)C=C(C3)C=3N=CN(C3)C)C)C)=O)C